Calcium carbonate Potassium bicarbonate C([O-])(O)=O.[K+].C([O-])([O-])=O.[Ca+2]